O=C1CC(N(C2=C(N1)C1=CC=CC=C1C=C2)C2=CC=C(C=C2)NC(=S)NC2=C(C=CC=C2)C)=O 1-[4-(2,4-dioxo-1,2,3,4-tetrahydronaphtho[1,2-b][1,4]diazepin-5-yl)phenyl]-3-(2-methylphenyl)thiourea